ClC1=C(C=O)C=C(C(=C1)F)[N+](=O)[O-] 2-chloro-4-fluoro-5-nitrobenzaldehyde